5-(bromomethyl)-3-(2-methoxyphenyl)-1,2,4-oxadiazole BrCC1=NC(=NO1)C1=C(C=CC=C1)OC